1-(pyrazolo[1,5-a]pyridin-3-yl)-4,4-difluoro-3,3-dimethyl-3,4-dihydroisoquinoline N1=CC(=C2N1C=CC=C2)C2=NC(C(C1=CC=CC=C21)(F)F)(C)C